OC1=C(C(OC12CCC(CC2)OCCOCCOCCN2CCN(CC2)CCOCCOCC(=O)O)=O)C2=C(C=C(C=C2C)C)C 2-(2-(2-(4-(2-(2-(2-(((5r,8r)-4-hydroxy-3-mesityl-2-oxo-1-oxaspiro[4.5]dec-3-en-8-yl)oxy)ethoxy)ethoxy)ethyl)piperazin-1-yl)ethoxy)ethoxy)acetic acid